N-(3-chloro-4-fluorophenyl)-2-methyl-5-(2-phenylthiazol-5-yl)-2H-1,2,6-thiadiazine-3-carboxamide 1,1-dioxide ClC=1C=C(C=CC1F)NC(=O)C=1N(S(N=C(C1)C1=CN=C(S1)C1=CC=CC=C1)(=O)=O)C